COC=1N=CC(=NC1)N1N=CC=2C[C@@H]3[C@H](C12)C3 (1aR,5aR)-2-(5-methoxypyrazin-2-yl)-1a,2,5,5a-tetrahydro-1H-2,3-diaza-cyclopropa[a]pentalene